9,9-dimethyl-9H-fluoren-1-amine CC1(C2=CC=CC=C2C=2C=CC=C(C12)N)C